3-((4-Chlorophenyl)amino)-N-(3-morpholinopropyl)quinoxaline-2-carboxamide ClC1=CC=C(C=C1)NC=1C(=NC2=CC=CC=C2N1)C(=O)NCCCN1CCOCC1